N4-((3s,5s,7s)-adamantan-1-yl)-N2-(3,5-dichlorophenyl)quinazoline-2,4-diamine C12(CC3CC(CC(C1)C3)C2)NC2=NC(=NC3=CC=CC=C23)NC2=CC(=CC(=C2)Cl)Cl